6-bromo-5-methylpyrazin-2-yl-methanol BrC1=C(N=CC(=N1)CO)C